N-(adamantan-1-yl)-2-(((2-(2,6-dioxopiperidin-3-yl)-1-oxoisoindolin-4-yl)thio)methyl)benzo[b]thiophene-5-carboxamide C12(CC3CC(CC(C1)C3)C2)NC(=O)C2=CC3=C(SC(=C3)CSC3=C1CN(C(C1=CC=C3)=O)C3C(NC(CC3)=O)=O)C=C2